C1(=CC=CC=C1)CC(=O)O.N[C@@H](CCCN)C(=O)O L-ornithine phenylacetate salt